(2r,5s)-5-(4,5-dichloropyridine-2-amido)-2-{5-[2-(trifluoromethoxy)ethoxy]-1,3,4-oxadiazol-2-yl}piperidine-1-carboxylic acid tert-butyl ester C(C)(C)(C)OC(=O)N1[C@H](CC[C@@H](C1)NC(=O)C1=NC=C(C(=C1)Cl)Cl)C=1OC(=NN1)OCCOC(F)(F)F